(S)-N-(1-(3-Cyclohexyl-4-oxo-3,4-dihydrophthalazin-1-yl)piperidin-3-yl)ethanesulfonamide C1(CCCCC1)N1N=C(C2=CC=CC=C2C1=O)N1C[C@H](CCC1)NS(=O)(=O)CC